C(=O)(O)[C@H](O)[C@@H](O)C(=O)O.CC(COC1=NC=CC=C1C)(C)NC(=O)C1[C@H]2CNC[C@@H]12 (1R,5S,6r)-N-(2-methyl-1-((3-methylpyridin-2-yl)oxy)propan-2-yl)-3-azabicyclo[3.1.0]hexane-6-carboxamide L-tartrate